C1(CC1)[C@@H](C(C)(C)O)N1C(C2=C(C(=CC=C2C1)F)C1=CC=C(C=C1)C=1OC(=NN1)C)=O (S)-2-(1-Cyclopropyl-2-hydroxy-2-methylpropyl)-6-fluoro-7-(4-(5-methyl-1,3,4-oxadiazol-2-yl)phenyl)isoindolin-1-one